N1(CCNCC1)C1=C(C=C(C=C1)N1N=NCC1)C(F)(F)F 4-(piperazin-1-yl)-3-(trifluoromethyl)phenyl-1,5-dihydro-4H-[1,2,3]triazol